(R)-(-)-5-oxotetrahydrofuran-carboxylic acid O=C1CC[C@@H](O1)C(=O)O